CN1CCN(CC1)C1=C(C(=O)O)C=CC=C1 2-(4-methylpiperazin-1-yl)benzoic acid